N-(3-Chloro-4-fluorophenyl)-6,7,10,11-tetrahydro-5H-pyrido[4',3':3,4]pyrazolo[1,5-a][1,2,4]triazolo[3,4-c][1,4]diazepine-12(13H)-carboxamide ClC=1C=C(C=CC1F)NC(=O)N1CC=2C(=NN3C2C=2N(CCC3)C=NN2)CC1